tert-Butyl 6-({2-cyclooctyl-2-[(3-methylisoxazole-4-carbonyl)amino]acetyl}amino)spiro-[indoline-3,4'-tetrahydropyran]-1-carboxylate C1(CCCCCCC1)C(C(=O)NC1=CC=C2C(=C1)N(CC21CCOCC1)C(=O)OC(C)(C)C)NC(=O)C=1C(=NOC1)C